C1(CC1)N1C(=NC=2C1=NC(=CC2N2CCOCC2)N2N=C(C=C2)C=2C=C(C=CC2)C)C(=O)N cyclopropyl-7-morpholino-5-(3-(m-tolyl)-1H-pyrazol-1-yl)-3H-imidazo[4,5-b]pyridine-2-carboxamide